4-Amino-1-(4-(1-hydroxyethyl)phenyl)-7-bromo-2-oxo-1,2-dihydro-1,8-naphthyridine-3-carboxylic acid methyl ester COC(=O)C=1C(N(C2=NC(=CC=C2C1N)Br)C1=CC=C(C=C1)C(C)O)=O